2-{4-[(5,6-diphenylpyrazin-2-yl)(prop-2-yl)amino]butoxy}-N-(methylsulfonyl)acetamide C1(=CC=CC=C1)C=1N=CC(=NC1C1=CC=CC=C1)N(CCCCOCC(=O)NS(=O)(=O)C)C(C)C